(S)-4-(cyclopropylethynyl)-6-fluoro-7-((6-oxo-4-(trifluoromethyl)pyrimidin-1(6H)-yl)methyl)-4-(trifluoromethyl)-3,4-dihydroquinazolin-2(1H)-one C1(CC1)C#C[C@@]1(NC(NC2=CC(=C(C=C12)F)CN1C=NC(=CC1=O)C(F)(F)F)=O)C(F)(F)F